NOC(=O)NC1=NC(=NC2=CC(=C(C=C12)OC)C#CCN1CCCC1)N1CCCC1 N-((aminooxy)carbonyl)-6-methoxy-2-(pyrrolidin-1-yl)-7-(3-(pyrrolidin-1-yl)prop-1-yn-1-yl)quinazolin-4-amine